Cl.Cl.NCCC1=CC=C(C=C1)C1=CC=C(C=C1)CCN(C[C@@H]([C@H]([C@@H]([C@@H](CO)O)O)O)O)C[C@@H]([C@H]([C@@H]([C@@H](CO)O)O)O)O (2R,3R,4R,5S)-6-({2-[4'-(2-aminoethyl)-[1,1'-biphenyl]-4-yl]ethyl}[(2S,3R,4R,5R)-2,3,4,5,6-pentahydroxyhexyl]amino)hexane-1,2,3,4,5-pentaol dihydrochloride